COC1=CC=C(CN(S(=O)(=O)C2=NNC=C2)CC2=CC=C(C=C2)OC)C=C1 N,N-bis(4-methoxy-benzyl)-1H-pyrazole-3-sulfonamide